(+/-)-5-[4-(2,6-difluoro-4-{[4-(hydroxymethyl)-4,5-dihydro-1,3-oxazol-2-yl]amino}phenoxy)-1H-pyrrolo[2,3-b]pyridin-3-yl]-2-[(propan-2-yl)oxy]benzonitrile FC1=C(OC2=C3C(=NC=C2)NC=C3C=3C=CC(=C(C#N)C3)OC(C)C)C(=CC(=C1)NC=1OC[C@H](N1)CO)F |r|